Cl.Cl.Cl.N1C(=NCC2=C1N=CC=C2)SCC2=CSC=1N2CC2=C(CN1)C=CC=C2 3-(((1,4-dihydropyrido[2,3-d]pyrimidin-2-yl)thio)methyl)-5,10-dihydrobenzo[e]thiazolo[3,2-a][1,3]diazepine trihydrochloride